(3-(5-(2-methyl-[1,1'-biphenyl]-3-yl)-1,3,4-oxadiazol-2-yl)benzyl)aminoethanol hydrochloride Cl.CC1=C(C=CC=C1C1=NN=C(O1)C=1C=C(CNC(C)O)C=CC1)C1=CC=CC=C1